methyl 1,4-dioxaspiro[4.4]nonane-6-carboxylate O1CCOC12C(CCC2)C(=O)OC